OCCN1CCN(CC1)CCS(=O)(=O)O N-(2-hydroxyethyl)-piperazine-N'-ethanesulfonic acid